BrC=1C=C2C(C(N(C2=CC1)C)=O)(F)F 5-bromo-3,3-difluoro-1-methylindol-2-one